Trans-4'-methyl-2-oxo-1,3'-bipiperidine-1'-carboxylic acid tert-butyl ester C(C)(C)(C)OC(=O)N1C[C@H]([C@@H](CC1)C)N1C(CCCC1)=O